ClC1=C(C(=CC=C1F)Cl)[C@H](OC=1C(=NC=C(C1)C=1C=NN(C1)C1CCNCC1)N)C (1R)-1-(2,6-dichloro-3-fluorophenyl)ethoxyl-5-(1-piperidin-4-ylpyrazol-4-yl)pyridin-2-amine